OC1=CC=C(C=C1)CC(=O)N[C@H](C(=O)OC)CC1=CC=CC=C1 Methyl (S)-2-(2-(4-hydroxyphenyl) acetamido)-3-phenylpropionate